N-(4-methyl-3-(3-nitro-4-(1-oxo-1,2,3,4-tetrahydroisoquinolin-6-yl)-1H-pyrazol-1-yl)phenyl)acrylamide CC1=C(C=C(C=C1)NC(C=C)=O)N1N=C(C(=C1)C=1C=C2CCNC(C2=CC1)=O)[N+](=O)[O-]